C(C1=CC=CC=C1)SC=1C=C(N2C=CC=CC12)N(C)C 1-(benzylthio)-N,N-dimethylindolizin-3-amine